[Cl-].COC1=NC(=NC(=N1)OC)[N+]1(CCOCC1)C 4-(4,6-dimethoxy-1,3,5-triazine-2-yl)-4-Methylmorpholinium chloride